BrC1=CCCC(N1C=O)C 6-bromo-2-methyl-3,4-dihydropyridine-1(2H)-carbaldehyde